FC1(CCN(CC1)C1=CC(=CC=2N1N=CC2)C2=CN=C(N2)C2=C(C=C(C=C2)[N+](=O)[O-])N2CCC1(CC1)CC2)F 7-(4,4-Difluoropiperidin-1-yl)-5-(2-(4-nitro-2-(6-azaspiro[2.5]oct-6-yl)phenyl)-1H-imidazol-5-yl)pyrazolo[1,5-a]pyridine